ClC=1C2C3=C(C4=CC=C(C=C4C(=C3C(C1)C2)OC(=O)OC)Cl)OC(C(=C)C)=O 2,6-dichloro-9-methacryloyloxy-10-methoxycarbonyloxy-1,4-dihydro-1,4-methanoanthracene